COC1CC(C1)(C1=NN=CN1C)C=1C=C(C=CC1)N1C(C2=CC(=CC(=C2C1)C(F)(F)F)[C@H](C)NC1(CCC1)C)=O 2-(3-((1r,3S)-3-methoxy-1-(4-methyl-4H-1,2,4-triazol-3-yl)cyclobutyl)phenyl)-6-((S)-1-((1-methylcyclobutyl)amino)ethyl)-4-(trifluoromethyl)isoindolin-1-one